COC(=O)C=1C(=NC=C(C1)Br)OC1=C(C=C(C=C1)F)OC 5-bromo-2-(4-fluoro-2-methoxy-phenoxy)pyridine-3-carboxylic acid methyl ester